NC1=C(C(=CC(=C1)F)F)N 1,2-diamino-3,5-difluorobenzene